N-(5-(3-(cyclopropylmethyl)-4-oxo-3,4-dihydro-quinazolin-6-yl)pyridin-2-yl)hexanamide C1(CC1)CN1C=NC2=CC=C(C=C2C1=O)C=1C=CC(=NC1)NC(CCCCC)=O